C(C)(C)(C)OC(=O)N1[C@@H](C[C@H](C1)C(F)(F)F)C(=O)O (2S,4R)-1-(tert-butyloxycarbonyl)-4-(trifluoromethyl)pyrrolidine-2-carboxylic acid